ethyl 4-(2-phenylacetyl)-1H-pyrrole-2-carboxylate C1(=CC=CC=C1)CC(=O)C=1C=C(NC1)C(=O)OCC